(S)-N-(4-fluoro-7-propoxybenzo[d]thiazol-2-yl)-3-((7-(5-methyl-1,2,4-oxadiazol-3-yl)isoquinolin-1-yl)amino)-6-(methylamino)hexanamide dichloride [Cl-].[Cl-].FC1=CC=C(C2=C1N=C(S2)NC(C[C@H](CCCNC)NC2=NC=CC1=CC=C(C=C21)C2=NOC(=N2)C)=O)OCCC